pyrimidinetriamine C1=C(C(=NC(=N1)N)N)N